FC=1C=CC(=C2C=NN(C12)C1OCCCC1)C1=C(C(=NC=2C=3N=CC=NC3C(=CC21)OC(C)C)OCC2=CC=C(C=C2)OC)N 7-[7-fluoro-1-(oxan-2-yl)indazol-4-yl]-9-[(4-methoxyphenyl)methoxy]-5-propan-2-yloxypyrido[2,3-f]quinoxalin-8-amine